C(C)OC(=O)C=1C=CC=C2C1N=C(S2)C[C@@H]([C@H](O)C2=CC(=C(C(=C2)OCC)C#N)OCC)OC2CCCC2.C(C(=C)C)(=O)OC(CC[Si](OC)(OC)OC)C gamma-methacryloxybutyl-trimethoxysilane ethyl-2-[(2S,3R)-3-(4-cyano-3,5-diethoxy-phenyl)-2-(cyclopentoxy)-3-hydroxy-propyl]-1,3-benzothiazole-4-carboxylate